1-benzylpyrazole C(C1=CC=CC=C1)N1N=CC=C1